(1-ethylhexyl)-2,3-bis[(Z)-octadec-9-enoxy]-N-[2-[2-[2-[2-(2-trityloxyethoxy)ethoxy]ethoxy]ethoxy]ethyl]propanamide C(C)C(CCCCC)C(C(=O)NCCOCCOCCOCCOCCOC(C1=CC=CC=C1)(C1=CC=CC=C1)C1=CC=CC=C1)(COCCCCCCCC\C=C/CCCCCCCC)OCCCCCCCC\C=C/CCCCCCCC